3-methyl-4-pentyl-3-(pyrimidin-4-yl)-[1,1'-biphenyl]-2,6-diol CC1(C(C(=C(C=C1CCCCC)O)C1=CC=CC=C1)O)C1=NC=NC=C1